ClC=1C=C(NC2(CCC3([C@H](CC4=CC=CC=C34)C[C@H](COC3=CC=NC=4[C@@H](CCCC34)F)C)CC2)C(=O)O)C=CC1 (1r,2'S,4S)-4-(3-chloroanilino)-2'-[(2R)-3-{[(8R)-8-fluoro-5,6,7,8-tetrahydroquinolin-4-yl]oxy}-2-methylpropyl]-2',3'-dihydrospiro[cyclohexane-1,1'-indene]-4-carboxylic acid